[C@@H]12N(C[C@@H](NC1)CC2)C2=NC(=NC1=C(C(=CC=C21)C2=CC(=CC1=CC=C(C(=C21)C#C)F)O)F)OC[C@]21CCCN1C[C@@H](C2)F 4-(4-((1S,4S)-2,5-diazabicyclo[2.2.2]octan-2-yl)-8-fluoro-2-(((2R,7aS)-2-fluorotetrahydro-1H-pyrrolizin-7a(5H)-yl)methoxy)quinazolin-7-yl)-5-ethynyl-6-fluoronaphthalen-2-ol